C1(CC(CC(C1)CCC(=O)OCC(CC)C)CCC(=O)OCC(CC)C)CCC(=O)OCC(CC)C tri(2-methylbutyl) cyclohexane-1,3,5-tripropionate